bis-[1-(4-azidosalicylamido)ethyl] disulfide N(=[N+]=[N-])C=1C=C(C(C(=O)NC(C)SSC(C)NC(C=2C(O)=CC(=CC2)N=[N+]=[N-])=O)=CC1)O